(1-(1-(4-(trifluoromethyl)phenyl)piperidin-4-yl)-1H-indol-5-yl)propenamide FC(C1=CC=C(C=C1)N1CCC(CC1)N1C=CC2=CC(=CC=C12)C(C(=O)N)=C)(F)F